1-(4-bromobenzyl)cyclopropane-1-carboxylic acid BrC1=CC=C(CC2(CC2)C(=O)O)C=C1